O(C1=CC=CC=C1)C1=CC=C(C=C1)N1C(C2(C3=C1N=C(N=C3)C=C)CC2)=O 7'-(4-phenoxyphenyl)-2'-vinylspiro[cyclopropane-1,5'-pyrrolo[2,3-d]pyrimidin]-6'(7'H)-one